C(=O)(O)C1CBCCCCCC1C(=O)O 3,4-dicarboxyboronane